tert-butyl N-(5,6-dichloro-3-pyridyl)carbamate ClC=1C=C(C=NC1Cl)NC(OC(C)(C)C)=O